(R)-2-((4-(4-fluorophenyl)-7-methyl-2-oxo-2H-chromen-5-yl)oxy)propanoic acid FC1=CC=C(C=C1)C1=CC(OC2=CC(=CC(=C12)O[C@@H](C(=O)O)C)C)=O